1-(4-(4-(7-carboxy-7-methyloctyl)phenyl)butyl)cyclopropane-1-carboxylic acid C(=O)(O)C(CCCCCCC1=CC=C(C=C1)CCCCC1(CC1)C(=O)O)(C)C